N1=CC=C(C=C1)C1=NN=C(O1)S 5-(pyridin-4-yl)-1,3,4-oxadiazole-2-thiol